4-amino-2,3-dihydro-1H-indene-5-carboxylic acid methyl ester COC(=O)C=1C(=C2CCCC2=CC1)N